2-(4-((S)-1-((4-(6-carbamoyl-1H-benzo[d]imidazol-2-yl)benzoyl)-L-prolyl)pyrrolidine-2-carboxamido)phenyl)-1H-benzo[d]imidazole-6-carboxamide C(N)(=O)C=1C=CC2=C(NC(=N2)C2=CC=C(C(=O)N3[C@@H](CCC3)C(=O)N3[C@@H](CCC3)C(=O)NC3=CC=C(C=C3)C3=NC4=C(N3)C=C(C=C4)C(=O)N)C=C2)C1